ClC1=C(C=C(C=C1)F)C1NC(C2=C3CCC(N(C3=CC(C21)=O)CC(F)F)=O)=O 3-(2-chloro-5-fluorophenyl)-6-(2,2-difluoroethyl)-1,7-dioxo-2,3,6,7,8,9-hexahydro-1H-pyrrolo[4,3-f]quinolin-4-one